tert-butyl (S)-2-[6-chloro-2-(2,5-dimethylpyrazole-3-carbonyl)-1,2,3,4-tetrahydroisoquinolin-8-yl]pyrrolidine-1-carboxylate ClC=1C=C2CCN(CC2=C(C1)[C@H]1N(CCC1)C(=O)OC(C)(C)C)C(=O)C=1N(N=C(C1)C)C